(2r,4s)-2-methyl-2,3,3,4-tetrahydroxytetrahydrofuran C[C@]1(OC[C@@H](C1(O)O)O)O